N-(2-(4-(4-(((2S,4R)-2-methyl-1-propionyl-1,2,3,4-tetrahydroquinolin-4-yl)amino)phenyl)-1H-pyrazol-1-yl)ethyl)butanamide C[C@@H]1N(C2=CC=CC=C2[C@@H](C1)NC1=CC=C(C=C1)C=1C=NN(C1)CCNC(CCC)=O)C(CC)=O